2-chloro-N-(5-(2-(((1r,4r)-4-(dimethyl-amino)cyclohexyl)-amino)-8-isopropyl-7-oxo-7,8-dihydropteridin-6-yl)-6-methoxy-pyridin-2-yl)benzene-sulfonamide ClC1=C(C=CC=C1)S(=O)(=O)NC1=NC(=C(C=C1)C1=NC=2C=NC(=NC2N(C1=O)C(C)C)NC1CCC(CC1)N(C)C)OC